pentaerythritol (3-tert-butyl-4-hydroxy-5-methylphenyl)propionate C(C)(C)(C)C=1C=C(C=C(C1O)C)C(C(=O)OCC(CO)(CO)CO)C